6-methoxy-N'-trityl-6,7-dihydro-5H-pyrazolo[5,1-b][1,3]oxazine-3-sulfonimidamide COC1CN2C(OC1)=C(C=N2)S(=O)(N)=NC(C2=CC=CC=C2)(C2=CC=CC=C2)C2=CC=CC=C2